ClC=1C(=NC=CC1C1=C(C(=CC=C1)C1=NC(=C(C=C1)CNC[C@H]1NC(CC1)=O)OC)Cl)C1=CC(=C(CN[C@H](C)C(=O)O)C=C1)OC (4-(3-chloro-4-(2-chloro-3-(6-methoxy-5-(((((S)-5-oxopyrrolidin-2-yl)methyl)amino)methyl)pyridin-2-yl)phenyl)pyridin-2-yl)-2-methoxybenzyl)-D-alanine